(S)-2-[[(9H-fluoren-9-ylmethoxy)carbonyl]amino]-3-(2-((tertiary butyloxycarbonyl)amino)pyridin-4-yl)propanoic acid C1=CC=CC=2C3=CC=CC=C3C(C12)COC(=O)N[C@H](C(=O)O)CC1=CC(=NC=C1)NC(=O)OC(C)(C)C